C(C)N1N=CC2=CC=C(C=C12)C1=CC(=NN1C1=C(C=CC=C1)N1CCCC1)COC(C(=O)O)(C)C 2-([5-(1-ethyl-1H-indazol-6-yl)-1-[2-(pyrrolidin-1-yl)phenyl]-1H-pyrazol-3-yl]methoxy)-2-methylpropanoic acid